Bipyridine nickel [Ni].N1=C(C=CC=C1)C1=NC=CC=C1